(1R,3R)-1-(2,6-difluoro-4-(2-(3-(fluoromethyl)azetidin-1-yl)ethoxy)phenyl)-2-(2-fluoro-2-methylpropyl)-3-methyl-2,3,4,9-tetrahydro-1H-pyrido[3,4-b]indole FC1=C(C(=CC(=C1)OCCN1CC(C1)CF)F)[C@H]1N([C@@H](CC2=C1NC1=CC=CC=C21)C)CC(C)(C)F